Tert-butyl (R)-2-((4-fluoro-3-(5-methylthiazol-2-yl)-5-(((2-(trifluoromethyl)pyrimidin-5-yl)methyl)carbamoyl)phenoxy)methyl)morpholine-4-carboxylate FC1=C(C=C(OC[C@H]2CN(CCO2)C(=O)OC(C)(C)C)C=C1C(NCC=1C=NC(=NC1)C(F)(F)F)=O)C=1SC(=CN1)C